C1(CC1)CC(C(=O)N)N1C(C2=C(C=C1)N=CN2)=O 3-cyclopropyl-2-(4-oxo-3H-imidazo[4,5-c]pyridin-5-yl)propanamide